di-sec-butyl-aminodicyclohexyl-methane C(C)(CC)C1(CCC(CC1)C(C1CCCCC1)N)C(C)CC